methyl 1-isopropyl-4-ethylpiperazine-2-carboxylate C(C)(C)N1C(CN(CC1)CC)C(=O)OC